The molecule is a member of the class of benzamides that is 3-phenylpropanoic acid in which one of the hydrogens at position 2 has been replaced by a benzoylamino group. It is a N-acyl-amino acid and a member of benzamides. C1=CC=C(C=C1)CC(C(=O)O)NC(=O)C2=CC=CC=C2